4-methylsulfanyl-6-[[4-[1-methyl-4-(trifluoromethyl)imidazol-2-yl]phenyl]methoxy]pyrimidine CSC1=NC=NC(=C1)OCC1=CC=C(C=C1)C=1N(C=C(N1)C(F)(F)F)C